4-[[3-(1,4-dioxan-2-ylmethoxy)-4-pyridinyl]methylamino]-N-(3-fluoro-2-methyl-phenyl)-6-oxo-2,3-dihydro-1H-pyridine-5-carbothioamide O1C(COCC1)COC=1C=NC=CC1CNC=1CCNC(C1C(NC1=C(C(=CC=C1)F)C)=S)=O